C1(=CC=CC=C1)OC(=O)C1=CC=CC=2OCOCC21 phenylbenzo[d][1,3]dioxane-5-carboxylate